C1=CC=C(C(=C1)C[C@@H](C(=O)O)N)O O-L-tyrosine